methyl 13-chloro-8-(2,6-difluorophenyl)-3-(2-trimethylsilylethoxymethyl)-3,4,7,9,12-pentazatricyclo[8.4.0.02,6]tetradeca-1(10),2(6),4,7,11,13-hexaene-5-carboxylate ClC=1N=CC=2NC(=NC=3C(=NN(C3C2C1)COCC[Si](C)(C)C)C(=O)OC)C1=C(C=CC=C1F)F